OC1=C(C=NC=C1)NC(CNC(OC(C)(C)C)=O)=O tert-butyl (2-((4-hydroxypyridin-3-yl)amino)-2-oxoethyl)carbamate